CC1=C(C=CC=C1C1=NN=C(O1)C=1C=C(CN[C@@H](C)C(=O)O)C=CC1)C1=CC=CC=C1 (3-(5-(2-Methyl-[1,1'-biphenyl]-3-yl)-1,3,4-oxadiazol-2-yl)benzyl)-L-alanine